Methyl 4-methyl-2-[[4-[[4-[[(4-phenylphenyl)sulfonylamino]methyl]triazol-1-yl]methyl]phenyl]carbamoyl]pentanoate CC(CC(C(=O)OC)C(NC1=CC=C(C=C1)CN1N=NC(=C1)CNS(=O)(=O)C1=CC=C(C=C1)C1=CC=CC=C1)=O)C